CC1COC(C(CC(CC(CC(CNC(C1)C)C)C)C)C)=O 3,5,8,10,12,14-hexamethyl-1-oxa-6-azacyclopentadecan-15-one